FC(OC1=CC=C(C=C1)N1N=CC(=C1)N1CCN(CC1)C(=O)OC(C)(C)C)(F)F tertbutyl 4-[1-[4-(trifluoromethoxy)phenyl] pyrazol-4-yl]piperazine-1-carboxylate